O(CCCC(=[N+](C)C)Cl)Cl oxy-1,2-ethanediyl-(dimethylammoniumylidene)-1,2-ethanediyl chloride